(R)-2-amino-2-(4-(3-methylpyridin-4-yl)phenyl)ethan-1-ol N[C@@H](CO)C1=CC=C(C=C1)C1=C(C=NC=C1)C